CC=1NC=CC1C(=O)N methyl-pyrrole-3-carboxamide